N1=C(C=NC2=CC=CC=C12)C=1C=NN(C1)C1CCN(CC1)C1C(C1)CC(=O)O 2-(2-(4-(4-(quinoxalin-2-yl)-1H-pyrazol-1-yl)piperidin-1-yl)cyclopropyl)acetic acid